FC1=C(C=C(C#N)C=C1)OC 4-fluoro-3-methoxy-benzonitrile